C1=C2C3=C4C(=CC(=C3C(=O)OC2=O)Br)C(=O)OC(=O)C4=C1Br 2,6-dibromonaphthalene-1,4,5,8-tetracarboxylic dianhydride